4-(2-{[(2r,7as)-2-fluoro-hexahydro-1H-pyrrolizin-7a-yl]methoxy}-8-fluoro-4-(5-methyl-1,4-oxazepan-4-yl)pyrido[4,3-d]pyrimidin-7-yl)-5-ethynyl-6-fluoronaphthalene-2-ol F[C@@H]1C[C@@]2(CCCN2C1)COC=1N=C(C2=C(N1)C(=C(N=C2)C2=CC(=CC1=CC=C(C(=C21)C#C)F)O)F)N2CCOCCC2C